ClC1=C(C(=NN1)C)N1C(C2=CC(=C(C=C2C(=C1)C(C)C)C1=NN(C(=N1)C(C)(C)O)C)F)=O 2-(5-Chloro-3-methyl-1H-pyrazol-4-yl)-7-fluoro-6-(5-(2-hydroxypropan-2-yl)-1-methyl-1H-1,2,4-triazol-3-yl)-4-isopropylisoquinolin-1(2H)-one